C(C)(C)(C)P(C1=C(C=CC=C1)C1=C(C=C(C=C1C(C)C)C(C)C)C(C)C)C(C)(C)C 2-di-t-butylphosphino-2',4',6'-triisopropyl-biphenyl